C(C)(C)(C)C=1C=C(CN(C(CN(S(=O)(=O)C2=C(C(=C(C(=C2F)F)F)F)F)CC2=CC=C(C=C2)C(F)(F)F)=O)C2=C(C=C(C(=O)O)C=C2)OC2CC2)C=C(C1)C1CC1 4-(N-(3-(tert-butyl)-5-cyclopropylbenzyl)-2-(N-(4-(trifluoromethyl)benzyl)-(2,3,4,5,6-pentafluoro-phenyl)sulfonamido)acetamido)-3-cyclopropoxybenzoic acid